[2-(Diaminomethyleneamino)thiazol-4-yl]carbamoylaminothiocarboxylic acid methyl ester COC(=S)NC(NC=1N=C(SC1)N=C(N)N)=O